CC1(OC[C@@H](O1)CO)C (S)-(2,2-dimethyl-[1,3]dioxolan-4-yl)-methanol